N-octadecyl-2-(3,4,5-tri-(t-butylcarbonyloxy)-phenyl)-3,5,7-tri-(t-butylcarbonyloxy)-quinolin-4-one C(CCCCCCCCCCCCCCCCC)N1C(=C(C(C2=C(C=C(C=C12)OC(=O)C(C)(C)C)OC(=O)C(C)(C)C)=O)OC(=O)C(C)(C)C)C1=CC(=C(C(=C1)OC(=O)C(C)(C)C)OC(=O)C(C)(C)C)OC(=O)C(C)(C)C